methyl azide CN=[N+]=[N-]